OC=1C(=NSC1)C 4-hydroxy-3-methylisothiazol